CC1=CN=C(S1)C=1C2=CN(N=C2C=C(C1)C(=O)N[C@H](C)C=1C=NC(=NC1)C(F)(F)F)C1CCOCC1 (R)-4-(5-methylthiazol-2-yl)-2-(tetrahydro-2H-pyran-4-yl)-N-(1-(2-(trifluoromethyl)pyrimidin-5-yl)ethyl)-2H-indazole-6-carboxamide